FC1CC(N(C1)C(CC1=CN=NN1)=O)C(=O)NC(C=1C=NC=C(C1)F)C1=CC(=C(C=C1)C(C)C)F 4-fluoro-N-{[3-fluoro-4-(propan-2-yl)phenyl](5-fluoropyridin-3-yl)methyl}-1-[2-(1H-1,2,3-triazol-5-yl)acetyl]pyrrolidine-2-carboxamide